(R)-8-(5-(2,3-dichlorophenyl)-6-vinylpyrazin-2-yl)-8-azaspiro[4.5]decan-1-amine ClC1=C(C=CC=C1Cl)C=1N=CC(=NC1C=C)N1CCC2(CCC[C@H]2N)CC1